OCCCN1C(N(C=2N=C(N(C2C1=O)CC=1C=NC(=CC1)C)OC1=CC(=CC=C1)OC(F)(F)F)C)=O 1-(3-hydroxypropyl)-3-methyl-7-((6-methylpyridin-3-yl)methyl)-8-(3-(trifluoromethoxy)phenoxy)-1H-purine-2,6(3H,7H)-dione